BrC=1SC(=CC1Br)C1=CC=C(C=C1)OC 2,3-dibromo-5-(4-methoxyphenyl)thiophene